4-(2-(2-(cyclopropanesulfonamido)-2-oxoethoxy)-3-fluoro-4-methylbenzyl)piperazine-1-carboxylic acid 1,1,1,3,3,3-hexafluoropropane-2-yl ester FC(C(C(F)(F)F)OC(=O)N1CCN(CC1)CC1=C(C(=C(C=C1)C)F)OCC(=O)NS(=O)(=O)C1CC1)(F)F